C(C)(C)[Si]1(O[Si](OC[C@@H]2C(O1)C([C@@H](O2)N2C1=NC=NC(=C1N=C2)NC(C)C)OC)(C(C)C)C(C)C)C(C)C 9-[(6aR,8R)-2,2,4,4-tetraisopropyl-9-methoxy-6a,8,9,9a-tetrahydro-6H-furo[3,2-f][1,3,5,2,4]trioxadisilocin-8-yl]-N-isopropyl-purin-6-amine